((2R,3s,4R,5R)-5-(4-aminopyrrolo[2,1-f][1,2,4]triazin-7-yl)-5-cyano-3,4-dihydroxytetrahydrofuran-2-yl)methyl ((R)-2-((3,5-dicyanobenzyl)oxy)-3-(octadecyloxy)propyl) hydrogen phosphate P(=O)(OC[C@H]1O[C@@]([C@@H]([C@@H]1O)O)(C#N)C1=CC=C2C(=NC=NN21)N)(OC[C@@H](COCCCCCCCCCCCCCCCCCC)OCC2=CC(=CC(=C2)C#N)C#N)O